C(C)(C)N1C(=NN=C1)C1=CC=CC(=N1)N1C(N(CC1)C1=CC=C(C=C1)NC1COCC1)=O 1-(6-(4-isopropyl-4H-1,2,4-triazol-3-yl)pyridin-2-yl)-3-(4-(tetrahydrofuran-3-ylamino)phenyl)imidazolidin-2-one